FCC(CN(CCC(C(=O)O)NC(CC=1N(C(C=CC1)=O)C)=O)CCCCC1=NC=2NCCCC2C=C1)OC 4-[[3-fluoro-2-methoxy-propyl]-[4-(5,6,7,8-tetrahydro-1,8-naphthyridin-2-yl)butyl]amino]-2-[[2-(1-methyl-6-oxo-2-pyridyl)acetyl]amino]butanoic acid